(4,4-difluoropiperidin-1-yl)(4-(7-(2-(2-hydroxypropan-2-yl)pyridin-4-yl)furo[3,2-b]pyridin-2-yl)phenyl)methanone FC1(CCN(CC1)C(=O)C1=CC=C(C=C1)C1=CC2=NC=CC(=C2O1)C1=CC(=NC=C1)C(C)(C)O)F